diethyl (E)-but-2-enediate C(\C=C\C(=O)OCC)(=O)OCC